N-(3-(6-bromooxazolo[4,5-b]pyridin-2-yl)-5-fluoro-2-methylphenyl)-3-chloro-2-fluorobenzamide BrC=1C=C2C(=NC1)N=C(O2)C=2C(=C(C=C(C2)F)NC(C2=C(C(=CC=C2)Cl)F)=O)C